(4-hydroxybenzylidene)-1H-1,2,3-triazole-4-carbohydrazide OC1=CC=C(C=NNC(=O)C=2N=NNC2)C=C1